ClC1=CC=C(C=C1)[C@@]1(N(C(C2=CC(=CC=C12)C(C)(C)O)=O)CC1=NC=C(C=C1)Cl)OC1CC(C1)CO (3R)-3-(4-chlorophenyl)-2-[(5-chloropyridin-2-yl)methyl]-3-[3-(hydroxymethyl)cyclobutoxy]-6-(2-hydroxypropan-2-yl)-2,3-dihydro-1H-isoindol-1-one